(4-chlorophenyl)-3-(ethoxycarbonyl)-1H-pyrazole-5-carboxylic acid ClC1=CC=C(C=C1)N1N=C(C=C1C(=O)O)C(=O)OCC